6-(3-Methoxyphenyl)-2-(4-methoxyphenyl)-5,7-dimethyl-2,6-dihydro-1H-pyrrolo[3,4-d]pyridazin-1-one COC=1C=C(C=CC1)N1C(=C2C(N(N=CC2=C1C)C1=CC=C(C=C1)OC)=O)C